6-chloro-3-(((R)-1-(2-((1R,4R)-5-(6-methoxypyridin-3-yl)-2,5-diazabicyclo[2.2.1]heptan-2-yl)-3,6-dimethyl-4-oxo-3,4-dihydroquinazolin-8-yl)ethyl)amino)-N-(methylsulfonyl)picolinamide ClC1=CC=C(C(=N1)C(=O)NS(=O)(=O)C)N[C@H](C)C=1C=C(C=C2C(N(C(=NC12)N1[C@H]2CN([C@@H](C1)C2)C=2C=NC(=CC2)OC)C)=O)C